[3-(methoxymethyl)azetidin-1-yl]methanone COCC1CN(C1)C=O